5-chloro-N-((2-(6-((cis)-2,6-dimethylmorpholino)pyridin-2-yl)-1,6-naphthyridin-7-yl)methyl)-4-(2-hydroxypropan-2-yl)picolinamide ClC=1C(=CC(=NC1)C(=O)NCC1=NC=C2C=CC(=NC2=C1)C1=NC(=CC=C1)N1C[C@@H](O[C@@H](C1)C)C)C(C)(C)O